C1(=CC=CC=C1)C=1C2=C(N=C(N1)C1=CC(=CC=C1)B1OC(C(O1)(C)C)(C)C)C1=C(S2)C=CC=C1 4-phenyl-2-(3-(4,4,5,5-tetramethyl-1,3,2-dioxaborolan-2-yl)phenyl)benzo[4,5]thieno[3,2-d]pyrimidine